sodium nickel iron manganese zinc [Zn].[Mn].[Fe].[Ni].[Na]